1-bromo-4-(2-phenylethynyl)benzene BrC1=CC=C(C=C1)C#CC1=CC=CC=C1